OC1C2=CC(C=CN2CC12CCNCC2)=O 1-hydroxy-7-oxo-1,7-dihydro-3H-spiro[indolizine-2,4'-piperidine]